C(C)(C)(C)OC(NS(NCC1=CC=C(C=C1)C1=NN(C(C2=CC=CC=C12)=O)C)(=O)=O)=O (N-(4-(3-methyl-4-oxo-3,4-dihydrophthalazin-1-yl)benzyl)sulfamoyl)carbamic acid tert-butyl ester